C(C1=CC=CC=C1)OC(=O)NCCCC[C@H](N)C(=O)O N6-benzyloxycarbonyl-lysine